SC=1C=C(N)C=CC1S 3,4-dimercaptoaniline